COC=1C=C(C=CC1)C=1SC2=C(N1)CC[C@@]1([C@H]3CC[C@]4([C@H]([C@@H]3CC=C12)CCC4O)C)C (5aR,5bS,7aS,10aS,10bR)-2-(3-methoxyphenyl)-5a,7a-dimethyl-5,5a,5b,6,7,7a,8,9,10,10a,10b,11-dodecahydro-4H-cyclopenta[7,8]phenanthro[2,1-d]thiazol-8-ol